OC1=C(C=C(C=C1)CCC(C)=O)C(C)(C)C 4-(4-hydroxy-3-t-butylphenyl)butan-2-one